methyl (2S)-6-amino-2-[[4-[1-[3-(cyanomethyl)-1-ethylsulfonyl-azetidin-3-yl]pyrazol-4-yl]pyrrolo[2,3-d]pyrimidine-7-carbonyl]amino]hexanoate hydrochloride Cl.NCCCC[C@@H](C(=O)OC)NC(=O)N1C=CC2=C1N=CN=C2C=2C=NN(C2)C2(CN(C2)S(=O)(=O)CC)CC#N